ClC=1C(=C(C=CC1F)[C@@H](NC(=O)N1[C@@H](C(NCC1)=O)C)C1=NC(=C(C=C1)F)C(F)(F)F)F (2R)-N-((R)-(3-chloro-2,4-difluorophenyl)(5-fluoro-6-(trifluoromethyl)pyridin-2-yl)methyl)-2-methyl-3-oxopiperazine-1-carboxamide